COCC(C)=C methallyl monomethyl ether